C(C)(=O)N1CCC(CC1)N(C(OC(C)(C)C)=O)CC(C1=CC=CC=C1)C=1C=C(C(=CC1)Cl)C1=C(C(=CC=C1C(N)=O)OCCOC)F tert-butyl (1-acetylpiperidin-4-yl)(2-(6'-carbamoyl-6-chloro-2'-fluoro-3'-(2-methoxyethoxy)-[1,1'-biphenyl]-3-yl)-2-phenylethyl)carbamate